1-octylnonyl 8-[2-[tert-butoxycarbonyl (methyl)amino]ethyl-(6-oxo-6-undecoxy-hexyl)amino]octanoate C(C)(C)(C)OC(=O)N(CCN(CCCCCCCC(=O)OC(CCCCCCCC)CCCCCCCC)CCCCCC(OCCCCCCCCCCC)=O)C